C(C)(C)(C)OC(=O)N1[C@@H]([C@@H](CCC1)NC(=O)OC)CO (2S,3R)-2-(hydroxymethyl)-3-((methoxycarbonyl)amino)piperidine-1-carboxylic acid tert-butyl ester